C(C)OC(=O)C=1C(CC2N([C@@H](CN3N=C4C(=CC=CC4=C32)OCCCOC)C(C)(C)C)C1)=O (6R)-6-(tert-butyl)-10-(3-methoxypropoxy)-2-oxo-2,6,7,13c-tetrahydro-1H-pyrido[2',1':3,4]pyrazino[1,2-b]indazole-3-carboxylic acid ethyl ester